COC(=O)C1=CC(=NC=C1)C1=NN(C=C1)C1=C(C(=CC=C1)OCC1=CC=C(C=C1)OC)C=O.COC=1C=NC=CC1N 3-Methoxy-4-aminopyridine methyl-2-(1-{2-formyl-3-[(4-methoxyphenyl)methoxy]phenyl}pyrazol-3-yl)pyridine-4-carboxylate